[4-(2-tetrahydropyran-4-yl-5H-pyrrolo[2,3-b]pyrazin-7-yl)-1-piperidyl]methanone O1CCC(CC1)C=1N=C2C(=NC1)NC=C2C2CCN(CC2)C=O